(S)-3-(((benzyloxy)carbonyl)amino)-4-(((S)-1-((2-methyl-5-(2-(methylamino)ethoxy)benzyl)amino)-1-oxo-4-phenylbutan-2-yl)amino)-4-oxobutanoic acid C(C1=CC=CC=C1)OC(=O)N[C@@H](CC(=O)O)C(=O)N[C@H](C(=O)NCC1=C(C=CC(=C1)OCCNC)C)CCC1=CC=CC=C1